6-(2-methoxyethoxy)-3-(piperidin-4-yl)pyrazolo[1,5-a]pyrimidine COCCOC=1C=NC=2N(C1)N=CC2C2CCNCC2